7-aza-benzotriazol N1N=NC2=C1N=CC=C2